4-aminotetrahydro-2H-pyran-3-ol hydrogen chloride Cl.NC1C(COCC1)O